tert-butyl 4-(5-chlorooxazolo[4,5-b]pyridin-2-yl)-2-(hydroxymethyl)piperazine-1-carboxylate ClC1=CC=C2C(=N1)N=C(O2)N2CC(N(CC2)C(=O)OC(C)(C)C)CO